tert-butyl (2S)-2-[[4-chloro-2-[4-[(2,4-dimethoxyphenyl)methylamino]cinnolin-7-yl]phenoxy]methyl]-4,4-difluoropyrrolidine-1-carboxylate ClC1=CC(=C(OC[C@H]2N(CC(C2)(F)F)C(=O)OC(C)(C)C)C=C1)C1=CC=C2C(=CN=NC2=C1)NCC1=C(C=C(C=C1)OC)OC